N-(5-((4-chlorobenzyl)oxy)-1,3,4-thiadiazol-2-yl)-3-(2-ethynylphenyl)pyridine-4-carboxamide ClC1=CC=C(COC2=NN=C(S2)NC(=O)C2=C(C=NC=C2)C2=C(C=CC=C2)C#C)C=C1